8-((1S,2S)-2-(4-(2,4-difluorophenyl)pyridin-2-yl)cyclopropyl)-6-(2,4-dimethoxypyrimidin-5-yl)imidazo[1,2-b]pyridazine FC1=C(C=CC(=C1)F)C1=CC(=NC=C1)[C@@H]1[C@H](C1)C=1C=2N(N=C(C1)C=1C(=NC(=NC1)OC)OC)C=CN2